3-[4-[2-(2-aminoethoxy)ethoxycarbonyloxy]phenyl]propanoic acid NCCOCCOC(=O)OC1=CC=C(C=C1)CCC(=O)O